CN1C=C(C(=CC1=O)OCCN1CCOCC1)C=1C=NN(C1)C1=C(C#N)C=CC=C1 2-(4-(1-methyl-4-(2-morpholinoethoxy)-6-oxo-1,6-dihydropyridin-3-yl)-1H-pyrazol-1-yl)benzonitrile